4'-(cyclohexylidene)biphenol C1(CCCCC1)=C1CC(=C(C=C1)O)C=1C(=CC=CC1)O